C(C)OC=1C=C2C(=CC=NC2=CC1C(=O)N)OC[C@H]1NC([C@@](C1)(CF)F)=O 6-ethoxy-4-{[(2s,4s)-4-fluoro-4-(fluoromethyl)-5-oxopyrrolidin-2-yl]methoxy}quinoline-7-carboxamide